COC=1C=C2C(C=C(OC2=CC1)C1=CC=C(C=C1)OC=1C=NC=CC1)=O 6-methoxy-2-(4-(pyridin-3-yloxy)phenyl)-4H-chromen-4-one